4-((4-Fluorobutyl)thio)-5-(methylthio)-1,3-diphenyl-1H-pyrazole FCCCCSC=1C(=NN(C1SC)C1=CC=CC=C1)C1=CC=CC=C1